C1(CC1)C1=C(C=CC=C1)C=1C=C2C(CC3(CCN(CC3)C(=O)C3=NC=C(C=C3)F)C2=CC1)O (5-(2-cyclopropylphenyl)-3-hydroxy-2,3-dihydrospiro[indene-1,4'-piperidin]-1'-yl)(5-fluoropyridin-2-yl)methanone